CN1C(N(CC1)C)=N 1,3-dimethyl-2-iminoimidazolidine